NC=1C=C(C=C2C=C(N=CC12)NC(=O)[C@H]1[C@@H](C1)C=1C=NN(C1)C)C=1C(=NC=CC1C)N1CCCC1 (1R,2R)-N-(8-amino-6-(4-methyl-2-(pyrrolidin-1-yl)pyridin-3-yl)isoquinolin-3-yl)-2-(1-methyl-1H-pyrazol-4-yl)cyclopropanecarboxamide